2,2'-thiodiethylene bis[3-(3,5-di-tert-butyl-4-hydroxyphenyl)propionate] C(C)(C)(C)C=1C=C(C=C(C1O)C(C)(C)C)CCC(=O)O.C(C)(C)(C)C=1C=C(C=C(C1O)C(C)(C)C)CCC(=O)O.S(C=C)C=C